BrC1=NN(C2=CC=CC=C12)C1CCC(CC1)(F)F 3-bromo-1-(4,4-difluorocyclohexyl)-1H-indazole